N-[(R)-(3-chloro-2-fluoro-6-hydroxy-4-methylphenyl)[1-(5-chloro-6-oxo-1H-pyridine-3-carbonyl)piperidin-4-yl]methyl]-2,2-dimethylpropanamide ClC=1C(=C(C(=CC1C)O)[C@H](NC(C(C)(C)C)=O)C1CCN(CC1)C(=O)C1=CNC(C(=C1)Cl)=O)F